ClC=1C(=NC(=NC1)N1C[C@@H](C([C@@H](C1)C)(F)F)C)NC1=CC2=C(N(C(N2CCC(C)(C)O)=O)C/C=C/C(=O)OCC)C=C1 ethyl (E)-4-(5-((5-chloro-2-((3S,5R)-4,4-difluoro-3,5-dimethylpiperidin-1-yl)pyrimidin-4-yl)amino)-3-(3-hydroxy-3-methylbutyl)-2-oxo-2,3-dihydro-1H-benzo[d]imidazol-1-yl)but-2-enoate